CC(C)([Si](OCCOCCOCCOCCOCCC(=O)OC1COC(CC1)C)(C1=CC=CC=C1)C1=CC=CC=C1)C 6-methyltetrahydro-2H-pyran-3-yl 2,2-dimethyl-3,3-diphenyl-4,7,10,13,16-pentaoxa-3-silanonadecan-19-oate